[(2R,3S,5R)-5-(6-amino-2-fluoro-purin-9-yl)-2-[[tert-butyl(dimethyl)silyl]oxymethyl]-2-ethynyl-tetrahydrofuran-3-yl] (5-methyl-2-oxo-1,3-dioxol-4-yl)methyl carbonate C(O[C@@H]1[C@@](O[C@H](C1)N1C2=NC(=NC(=C2N=C1)N)F)(C#C)CO[Si](C)(C)C(C)(C)C)(OCC=1OC(OC1C)=O)=O